2-benzyl-5-(tert-butoxycarbonyl)-7-(3,5-dimethylisoxazol-4-yl)-8-methoxy-4,5-dihydro-2H-pyrazolo[4,3-c]quinoline-3-carboxylic acid C(C1=CC=CC=C1)N1N=C2C(CN(C=3C=C(C(=CC23)OC)C=2C(=NOC2C)C)C(=O)OC(C)(C)C)=C1C(=O)O